C(CNC(=O)C1=CC=CC=C1)(=O)N[C@@H](CC1=CNC=N1)C(=O)N[C@@H](CC(C)C)C(=O)O Hippuryl-L-histidyl-L-leucine